tert-butyl 3-(4-bromophenyl)morpholine-4-carboxylate BrC1=CC=C(C=C1)C1N(CCOC1)C(=O)OC(C)(C)C